CN(C)CC=1C(=C(C(=C(C1)B(O)O)F)F)N1CCOCC1 (5-((dimethylamino)methyl)-2,3-difluoro-4-morpholinophenyl)boronic acid